4-(5-{cyclopropyl[(3R,5R)-6,6-difluoro-8-azabicyclo[3.2.1]octan-3-yl]amino}pyrazin-2-yl)-2-fluoro-5-hydroxybenzonitrile C1(CC1)N(C=1N=CC(=NC1)C1=CC(=C(C#N)C=C1O)F)[C@@H]1CC2CC([C@@H](C1)N2)(F)F